BrC=1C=C(C(=NC1)C(CC1=NC=C(C=C1[N+](=O)[O-])C(F)(F)F)=O)SCC 1-[5-bromo-3-(ethylsulfanyl)pyridin-2-yl]-2-[3-nitro-5-(trifluoromethyl)pyridin-2-yl]ethanone